N,N-Dioctyldimethylammonium C(CCCCCCC)[N+](CCCCCCCC)(C)C